C(C)(=O)N[C@@H]1[C@@H]([C@H]([C@@H](O[C@H]1OCCCCC(=O)NCCCNC(CCCN=[N+]=[N-])=O)COC(C)=O)CC(=O)O)CC(=O)O (2r,3r,4r,5r,6r)-5-acetamido-2-(acetoxymethyl)-6-((5-((3-(4-azidobutyramido)propyl)amino)-5-oxopentyl)oxy)tetrahydro-2H-pyran-3,4-diacetic acid